5-Chloro-2-((pyrazolo[1,5-a]pyrimidine-3-carboxamido)methyl)-4-(trifluoromethyl)benzofuran-7-carboxylic acid ClC=1C=C(C2=C(C=C(O2)CNC(=O)C=2C=NN3C2N=CC=C3)C1C(F)(F)F)C(=O)O